7-(2-((tert-butyldiphenylsilyl)oxy)-6-fluorophenyl)-4-chloro-6-fluoro-1-(2-isopropyl-4-methylpyridin-3-yl)pyrido[2,3-d]pyrimidin-2(1H)-one [Si](C1=CC=CC=C1)(C1=CC=CC=C1)(C(C)(C)C)OC1=C(C(=CC=C1)F)C=1C(=CC2=C(N(C(N=C2Cl)=O)C=2C(=NC=CC2C)C(C)C)N1)F